C(C)(C)(C)OC(=O)NCC#CC1=C(C=CC(=C1)F)NC1=C(C(=O)OC)C=C(C=N1)C(F)(F)F Methyl 2-((2-(3-((tert-butoxycarbonyl)amino)prop-1-yn-1-yl)-4-fluorophenyl)-amino)-5-(trifluoromethyl)nicotinate